2-((S)-1-((R)-aziridine-2-carbonyl)-4-(7-(8-methylnaphthalen-1-yl)-2-(((S)-1-methylpyrrolidin-2-yl)methoxy)-5,6,7,8-tetrahydropyrido[3,4-d]pyrimidin-4-yl)piperazin-2-yl)acetonitrile N1[C@H](C1)C(=O)N1[C@H](CN(CC1)C=1C2=C(N=C(N1)OC[C@H]1N(CCC1)C)CN(CC2)C2=CC=CC1=CC=CC(=C21)C)CC#N